ClC=1C=C(C=CC1F)[C@@]1(C[C@@H](N[C@@H](C1)C=1N=NN(C1)C)C)O (2S,4S,6S)-4-(3-chloro-4-fluoro-phenyl)-2-methyl-6-(1-methyltriazol-4-yl)piperidin-4-ol